triethyltartrate C(C)C(C(C(=O)[O-])(OCC)CC)(O)C(=O)[O-]